2-amino-4-(aminooxymethyl)thiazole NC=1SC=C(N1)CON